4-amino-7-chloro-N-(cyclopropylmethyl)-N-((6-(trifluoromethyl)-3-pyridazinyl)methyl)-1,3-dihydrofuro[3,4-c]quinoline-8-carboxamide NC1=NC=2C=C(C(=CC2C2=C1COC2)C(=O)N(CC=2N=NC(=CC2)C(F)(F)F)CC2CC2)Cl